FC=1C=C(C(=NC1)C1=NC=CN=C1)C1(CCN(CC1)C1CC2(CN(C2)C(=O)OCC)CC1)O ethyl 6-[4-(5-fluoro-2-pyrazin-2-yl-3-pyridyl)-4-hydroxy-1-piperidyl]-2-azaspiro[3.4]octane-2-carboxylate